hexane-1,6-diyl-bis[oxy-2-hydroxy-propane-3,1-diyl]-bis-acrylate C(CCCCCOCC(CC=CC(=O)[O-])O)OCC(CC=CC(=O)[O-])O